(((2S,4R,5R)-5-(7-((E)-3-(1H-tetrazol-5-yl) allyl)-2-amino-8-oxo-7,8-dihydro-9H-purin-9-yl)-4-acetoxytetrahydrofuran-2-yl) methyl) acetate C(C)(=O)OC[C@H]1O[C@H]([C@@H](C1)OC(C)=O)N1C2=NC(=NC=C2N(C1=O)C\C=C\C1=NN=NN1)N